BrC1=CC(=NC=N1)Br di-bromopyrimidine